O1C(=CC=C1)C=CC(CCC)=O 1-(2-furyl)-1-hexen-3-one